BrC1=CC=C(C=C1)C12C(C3=C(C=NC=C3)O1)(C(C(C2C2=CC=CC=C2)C(=O)O)O)O 7a-(4-bromophenyl)-4b,5-dihydroxy-7-phenyl-4b,6,7,7a-tetrahydro-5H-cyclopenta[4,5]furo[2,3-c]pyridine-6-carboxylic acid